O=C[C@@H](O)CO L-glyceraldehyde